C(C)(C)(C)N1N=C(C(=C1CC)O)C(C)(C)C 1,3-Di-tert-butyl-5-ethyl-4-hydroxy-pyrazol